2-benzyl 1-(tert-butyl) (2R,4S)-4-(3,5-dimethoxybenzyl)-5-oxopyrrolidine-1,2-dicarboxylate COC=1C=C(C[C@H]2C[C@@H](N(C2=O)C(=O)OC(C)(C)C)C(=O)OCC2=CC=CC=C2)C=C(C1)OC